ClC1=NC=C(C=C1S(=O)(=O)NCC1N(CCCC1)C(=O)OC(C)(C)C)C tert-Butyl 2-((2-chloro-5-methylpyridine-3-sulfonamido)methyl)piperidine-1-carboxylate